(±)-1-[1-(6-{[1-(cyclopropylmethyl)-3-(4-fluorophenyl)-4-methyl-1H-pyrazol-5-yl]amino}pyrimidin-4-yl)-3,5-dimethyl-1H-pyrazol-4-yl]-2,2-difluoroethanol C1(CC1)CN1N=C(C(=C1NC1=CC(=NC=N1)N1N=C(C(=C1C)[C@H](C(F)F)O)C)C)C1=CC=C(C=C1)F |r|